BrC1=NC=CC(=C1)N1C2CN(CC1CC2)C(=O)OC(C)(C)C tert-butyl 8-(2-bromopyridin-4-yl)-3,8-diazabicyclo[3.2.1]octane-3-carboxylate